2-phenyl-6-(1-methyl-1-phenylethyl)phenol C1(=CC=CC=C1)C1=C(C(=CC=C1)C(C)(C1=CC=CC=C1)C)O